FC(OC=1C=C(C=CC1)CNC(=O)C=1N=NN(C1)CCCCC1=NN=C(S1)C(=O)NCC=1C=NC(=CC1)C(F)(F)F)(F)F 5-{4-[4-({[3-(trifluoromethoxy)phenyl]methyl}carbamoyl)-1H-1,2,3-triazol-1-yl]butyl}-N-{[6-(trifluoromethyl)pyridin-3-yl]methyl}-1,3,4-thiadiazole-2-carboxamide